3-bromo-6-chloro-5-((tetrahydrofuran-3-yl)oxy)pyrazolo[1,5-a]pyrimidine BrC=1C=NN2C1N=C(C(=C2)Cl)OC2COCC2